m-azidotoluene N(=[N+]=[N-])C=1C=C(C)C=CC1